5-NONANOLIDE C1(CCCC(CCCC)O1)=O